1-N-[4-[7-[1-(2,2-difluoroethyl)pyrazol-4-yl]quinolin-4-yl]oxyphenyl]-1-N'-(4-fluorophenyl)cyclopropane-1,1-dicarboxamide FC(CN1N=CC(=C1)C1=CC=C2C(=CC=NC2=C1)OC1=CC=C(C=C1)NC(=O)C1(CC1)C(=O)NC1=CC=C(C=C1)F)F